C1=NC(=CC=2CCNCC12)O 5,6,7,8-tetrahydro-2,7-naphthyridin-3-ol